CC(CC)C1=CC=C(C=C1)N(C1=CC=C(C=C1)B1OC(C(O1)(C)C)(C)C)C1=CC=C(C=C1)B1OC(C(O1)(C)C)(C)C 4-(1-methylpropyl)-N,N-bis[4-(4,4,5,5-tetramethyl-1,3,2-dioxaborolan-2-yl)phenyl]-benzenamine